(cis)-tert-Butyl 1-(2-((1-(tert-butoxy)-2-methyl-1-oxopropan-2-yl)oxy)ethyl)-6,6-difluorohexahydropyrrolo[3,2-c]pyrazole-4(2H)-carboxylate C(C)(C)(C)OC(C(C)(C)OCCN1NC[C@H]2[C@@H]1C(CN2C(=O)OC(C)(C)C)(F)F)=O